methyl N-[5-[6-[(4-methoxy-2-pyridyl)-methyl-carbamoyl]imidazo[1,2-a]pyridin-3-yl]-2-pyridyl]carbamate COC1=CC(=NC=C1)N(C(=O)C=1C=CC=2N(C1)C(=CN2)C=2C=CC(=NC2)NC(OC)=O)C